6-chloro-N-(3-chloro-2-fluoro-4-((2-methylbenzo[d]thiazol-5-yl)oxy)phenyl)pyrido[3,2-d]pyrimidin-4-amine ClC=1C=CC=2N=CN=C(C2N1)NC1=C(C(=C(C=C1)OC=1C=CC2=C(N=C(S2)C)C1)Cl)F